(4-{3-methyl-[1,2,4]triazolo[4,3-a]pyridin-6-yl}phenyl)[trans-4-{[4-(pentafluoro-λ6-sulfanyl)phenyl]Amino}cyclohexyl](imino)-λ6-sulfanone CC1=NN=C2N1C=C(C=C2)C2=CC=C(C=C2)S(=O)(=N)[C@@H]2CC[C@H](CC2)NC2=CC=C(C=C2)S(F)(F)(F)(F)F